C1(=CC=CC=C1)S(=O)(=O)[NH-] (phenylsulfonyl)Amid